(Z)-9-(cyclopropylmethyl)-2-(6-(2-(6-(3,3-difluoroazetidin-1-yl)pyrazin-2-yl)-2-fluorovinyl)-3-(2-fluorophenoxy)-2-(trifluoromethyl)phenyl)-2,9-diazaspiro[5.5]undecane C1(CC1)CN1CCC2(CCCN(C2)C2=C(C(=CC=C2\C=C(/F)\C2=NC(=CN=C2)N2CC(C2)(F)F)OC2=C(C=CC=C2)F)C(F)(F)F)CC1